N,N-dimethylaminoacetaldehyde CN(C)CC=O